Racemic-2-(4-(6-((4-cyano-2-fluorobenzyl)oxy)pyridin-2-yl)-2,5-difluorobenzyl)-1-((3R,4R)-4-(2,2-difluoroethoxy)tetrahydrofuran-3-yl)-1H-benzo[d]imidazole-6-carboxylic Acid C(#N)C1=CC(=C(COC2=CC=CC(=N2)C2=CC(=C(CC3=NC4=C(N3[C@@H]3COC[C@@H]3OCC(F)F)C=C(C=C4)C(=O)O)C=C2F)F)C=C1)F |r|